[I-].[K+] Kalium iodid